2-mercapto-2-phenylacetic acid SC(C(=O)O)C1=CC=CC=C1